ClC1=NC(=C2N=CN(C2=N1)C(C)C)NCC=1C(=NC=CC1)N1C[C@H](N([C@H](C1)C)C)C 2-chloro-9-isopropyl-N-((2-((3R,5S)-3,4,5-trimethylpiperazin-1-yl)pyridin-3-yl)methyl)-9H-purin-6-amine